BrC=1C=C(C=CC1)N1N=NC(=C1I)I 1-(m-bromophenyl)-4,5-diiodo-1,2,3-triazole